2-(thiophen-2-yl)-4-methylene-tetrahydropyran S1C(=CC=C1)C1OCCC(C1)=C